NC(C(C)(C)C1OC2=C(C=C(C(=C2)OC)C=2C=NC=C(C2)C(N)=O)C=2N(N=C(C21)C(=O)NC)C2=CC(=CC(=C2)F)F)=O (1-amino-2-methyl-1-oxopropan-2-yl)-8-(5-carbamoylpyridin-3-yl)-1-(3,5-difluorophenyl)-7-methoxy-N-methyl-1,4-dihydrobenzopyrano[4,3-c]pyrazole-3-carboxamide